1-(7-((3-amino-6-(2-hydroxyphenyl)pyridazin-4-yl)ethynyl)spiro[3.5]nonan-2-yl)-7'-(2,6-dioxopiperidin-3-yl)-2'H-spiro[piperidine-4,3'-pyrano[2,3-f]isoindole]-6',8'(4'H,7'H)-dione NC=1N=NC(=CC1C#CC1CCC2(CC(C2)N2CCC3(CC=4C(=CC=5C(N(C(C5C4)=O)C4C(NC(CC4)=O)=O)=O)OC3)CC2)CC1)C1=C(C=CC=C1)O